ClC1=NN(C2=NC(=NC(=C21)NCC)NC2=C1C=NN(C1=C(C=C2)F)CC(C)(O)C)COCC[Si](C)(C)C 1-[4-[[3-chloro-4-(ethylamino)-1-(2-trimethylsilylethoxymethyl)pyrazolo[3,4-d]pyrimidin-6-yl]amino]-7-fluoro-indazol-1-yl]-2-methyl-propan-2-ol